NC1=NC2=CC(=CC=C2C(=C1)CCCO)N1N=CC=C1 3-(2-amino-7-(1H-pyrazol-1-yl)quinolin-4-yl)propan-1-ol